NC1=CC(=C(C=C1)C1CCN(CC1)C(=O)OC(C)(C)C)F tert-butyl 4-(4-amino-2-fluoro-phenyl)piperidine-1-carboxylate